COC=1C=C(C=CC1)C1=CN=C(S1)NC(=O)C1N2C=CC=C2C(CC1)=O N-[5-(3-methoxyphenyl)thiazol-2-yl]-8-oxo-6,7-dihydro-5H-indolizine-5-carboxamide